C(C)[Si](C)(CC)NC(CN(CCC)CCC)(C)C (diethylmethylsilyl)(2-dipropylamino-1,1-dimethylethyl)amine